3-ethylsulfonyl-6-(trifluoromethyl)imidazo[1,2-a]pyridin-2-amine C(C)S(=O)(=O)C1=C(N=C2N1C=C(C=C2)C(F)(F)F)N